(±)-Benzyl ((2RS,3RS,4SR)-2-ethyl-6-methoxy-3-methyl-1,2,3,4-tetrahydro-1,5-naphthyridin-4-yl)carbamate C(C)[C@H]1NC2=CC=C(N=C2[C@H]([C@@H]1C)NC(OCC1=CC=CC=C1)=O)OC |r|